(R)-N-[[3-(3-fluoro-4-(1,4-thiazepan-4-yl)phenyl)-2-oxo-oxazolidin-5-yl]methyl]butane-1-sulfonamide FC=1C=C(C=CC1N1CCSCCC1)N1C(O[C@H](C1)CNS(=O)(=O)CCCC)=O